ClC=1C=CC(=C(C1)N1CC(N(CC1=O)C(C(=O)NC1=CC=C(C(=O)O)C=C1)CC1=CC=CC=C1)=O)N1N=NC(=C1)Cl 4-(2-(4-(5-chloro-2-(4-chloro-1H-1,2,3-triazol-1-yl)phenyl)-2,5-dioxopiperazin-1-yl)-3-phenylpropanamido)benzoic acid